4'-Cyano-2',3',5',6'-tetrafluoro-N,N-diisopropyl-1,4-dihydro-[1,1'-biphenyl]-2-carboxamide C(#N)C1=C(C(=C(C(=C1F)F)C1C(=CCC=C1)C(=O)N(C(C)C)C(C)C)F)F